CC1OC2(CS1)CN1CCC2CC1 cis-2'-methylspiro{1-azabicyclo[2.2.2]octane-3,5'-[1,3]oxathiolane}